C(#N)C(C(=O)O)=C(C1=CC=CC=C1)C1=CC=CC=C1 2-cyano-3,3-diphenyl-prop-2-enoic acid